CS(=O)(=O)O[C@H]1C[C@@H](OC[C@@H]1OC(C)C)C(=O)N1[C@H](C2=CC=CC=C2CC1)C1=CC=C(C=C1)F (2R,4S,5S)-2-((S)-1-(4-fluorophenyl)-1,2,3,4-tetrahydroisoquinoline-2-carbonyl)-5-isopropoxytetrahydro-2H-pyran-4-yl methanesulfonate